tert-butyl N-[[6-(1,4-oxazepan-3-yl)imidazo[1,2-a]pyridin-2-yl] methyl]carbamate O1CC(NCCC1)C=1C=CC=2N(C1)C=C(N2)CNC(OC(C)(C)C)=O